potassium silicate, potassium salt [K+].[Si]([O-])([O-])(O)O.[K+]